C(C)(C)(C)NC(C1=CC(=CC(=C1)I)C1=CC=C(C=C1)Cl)=O N-tert-butyl-3-(4-chlorophenyl)-5-iodobenzamide